5-((3-(1-isopropyl-1H-pyrazol-5-yl)pyridin-4-yl)methoxy)-2-methoxyisonicotinaldehyde C(C)(C)N1N=CC=C1C=1C=NC=CC1COC1=CN=C(C=C1C=O)OC